CCCCCCCC=CC=CC 8,10-Dodecadien